O1[C@H](COCC1)CN1N=C2C3=C(C=CC2=C1)OC(=C3C(F)(F)F)C(=O)NCC3=NC=NC=C3 2-{[(2S)-1,4-dioxan-2-yl]methyl}-N-[(pyrimidin-4-yl)methyl]-8-(trifluoromethyl)-2H-furo[2,3-g]indazole-7-carboxamide